C(=O)C=1C(=NC=CC1NC(OC(C)(C)C)=O)C=1C(=NC(=NC1)C)OC tert-butyl [3-formyl-2-(4-methoxy-2-methylpyrimidin-5-yl)pyridin-4-yl]carbamate